(2R,3R,4R,5R)-5-(2-amino-6-(methylamino)-9H-purin-9-yl)-4-fluoro-4-methyl-2-((2-phenylacetoxy)methyl)tetrahydrofuran-3-yl 3-methylbutanoate CC(CC(=O)O[C@@H]1[C@H](O[C@H]([C@]1(C)F)N1C2=NC(=NC(=C2N=C1)NC)N)COC(CC1=CC=CC=C1)=O)C